2-[(3-methylphenyl)(phenyl)methyl]benzo[d]isothiazol-3(2H)-one-1,1-dioxide CC=1C=C(C=CC1)C(N1S(C2=C(C1=O)C=CC=C2)(=O)=O)C2=CC=CC=C2